2-(1-(4-Amino-3-(4-fluoro-3-hydroxyphenyl)-1H-pyrazolo[3,4-d]pyrimidin-1-yl)ethyl)-3-(3-Fluorophenyl)-4H-chromen-4-one NC1=C2C(=NC=N1)N(N=C2C2=CC(=C(C=C2)F)O)C(C)C=2OC1=CC=CC=C1C(C2C2=CC(=CC=C2)F)=O